(R)-2-(4-(2-(Dimethylamino)pyridin-3-yl)phenyl)-2-(3-(2-ethynylthiazol-4-yl)-ureido)ethyl carbamate C(N)(OC[C@H](NC(=O)NC=1N=C(SC1)C#C)C1=CC=C(C=C1)C=1C(=NC=CC1)N(C)C)=O